7-(benzyloxy)-4-(((S)-1-methoxy-3,3-dimethyl-1-oxobutan-2-yl)amino)heptanoic acid C(C1=CC=CC=C1)OCCCC(CCC(=O)O)N[C@H](C(=O)OC)C(C)(C)C